5-Chloro-N-(2-chloro-4-nitrophenyl)-2-hydroxybenzamide C1=CC(=C(C=C1[N+](=O)[O-])Cl)NC(=O)C2=C(C=CC(=C2)Cl)O